2-Hydroxy-2-{4-[({[(1R,2E,6S)-6-hydroxy-6-(methoxycarbonyl)cyclooct-2-en-1-yl]oxy}carbonyl)(methyl)amino]phenyl}acetic acid OC(C(=O)O)C1=CC=C(C=C1)N(C)C(=O)O[C@H]1\C=C\CC[C@](CC1)(C(=O)OC)O